4-amino-N-methyl-N-((4S)-1-methyl-6-(tri-fluoromethyl)isochroman-4-yl)imidazo[1,5-a]quinoxaline-8-carboxamide NC=1C=2N(C3=CC(=CC=C3N1)C(=O)N([C@@H]1COC(C3=CC=C(C=C13)C(F)(F)F)C)C)C=NC2